((1r,4S)-4-((tert-butoxycarbonyl)amino)cyclohexyl)methyl L-alaninate N[C@@H](C)C(=O)OCC1CCC(CC1)NC(=O)OC(C)(C)C